dilauroyl glutamate lysine salt N[C@@H](CCCCN)C(=O)O.N[C@@H](CCC(=O)OC(CCCCCCCCCCC)=O)C(=O)OC(CCCCCCCCCCC)=O